dansyl-(2-aminoethyl)sulfonamide S(=O)(=O)(C1=CC=CC=2C(N(C)C)=CC=CC12)NS(=O)(=O)CCN